1-[(benzyloxy)carbonyl]piperidin-4-yl-L-valyl-N5-carbamoyl-L-ornithinate C(C1=CC=CC=C1)OC(=O)N1CCC(CC1)N[C@@H](C(C)C)C(=O)OC([C@@H](N)CCCNC(N)=O)=O